CC=1CC(C=2CC3=CC=C(C=C3C2C1)C)=O 3,6-dimethyl-9H-fluorenone